C(C\C=C/CC)(=O)OCC\C=C/CC cis-3-Hexenyl cis-3-Hexenoate